(rac)-1-[1-[2-amino-4-(trifluoromethoxy)benzoyl]-4-piperidyl]-6-tetrahydrofuran-2-yl-3H-imidazo[4,5-b]pyridin-2-one NC1=C(C(=O)N2CCC(CC2)N2C(NC3=NC=C(C=C32)[C@@H]3OCCC3)=O)C=CC(=C1)OC(F)(F)F |r|